C(C1=CC=CC=C1)[C@H]1N(CCN(C1)S(=O)(=O)C)C1=NC=C2C(=N1)N(N=C2C=2C(=C(C(=C(C2)C)F)O)F)C (R)-3-(6-(2-Benzyl-4-(methylsulfonyl)piperazin-1-yl)-1-methyl-1H-pyrazolo[3,4-d]pyrimidin-3-yl)-2,6-difluoro-5-methylphenol